S1SC(C=C1)C=1NC2=C(N1)C=CC=C2 dithiolyl-benzimidazole